N-(4-(4-cyanopyridin-3-yl)-2-(4-(7-((2-(2,6-dioxopiperidin-3-yl)-1,3-dioxoisoindolin-5-yl)amino)heptanoyl)piperazin-1-yl)phenyl)-2-(2-fluoro-6-methoxyphenyl)pyrimidine-4-carboxamide C(#N)C1=C(C=NC=C1)C1=CC(=C(C=C1)NC(=O)C1=NC(=NC=C1)C1=C(C=CC=C1OC)F)N1CCN(CC1)C(CCCCCCNC=1C=C2C(N(C(C2=CC1)=O)C1C(NC(CC1)=O)=O)=O)=O